2-methyl-prop-2-enamide CC(C(=O)N)=C